BrCCCCCCC(C(=O)OC(CCCCCCCC)CCCCCC)(C)C 1-hexylnonyl 8-bromo-2,2-dimethyl-octanoate